ClC1=NC=CC(=N1)N1N=CC(=C1)C(CC)S(=O)(=O)N 1-(2-chloropyrimidin-4-yl)-4-pyrazolylpropanesulfonamide